S1C(=NC2=C1C=CC=C2)OC2=C(C=C(C=C2)NC(=O)C2CC(C2)OC2=CC=C(C=C2)F)C N-(4-(benzo[d]thiazol-2-yloxy)-3-methylphenyl)-3-(4-fluorophenoxy)cyclobutane-1-carboxamide